O\N=C(/N)\C1=CC=C(C=C1)C1=CC(=CC=C1)S(=O)(=O)N1CCC2(CC(CO2)NC[C@@H](COC2=CC(=CC=C2)S(NC)(=O)=O)O)CC1 (Z)-N'-hydroxy-3'-(3-((S)-2-hydroxy-3-(3-(N-methylsulfamoyl)phenoxy)propylamino)-1-oxa-8-azaspiro[4.5]decan-8-ylsulfonyl)biphenyl-4-carboximidamide